8-fluoro-6-hydroxy-3,4-dihydronaphthalen-1(2H)-one FC=1C=C(C=C2CCCC(C12)=O)O